CNCC=CC(=O)N 4-(methylamino)but-2-enamide